[Na+].[Na+].[Na+].[Na+].C(CN([C@@H](CCC(=O)[O-])C(=O)[O-])CC(=O)[O-])(=O)[O-] Glutamic acid-N,N-diacetic acid tetrasodium salt